ClC1=C(C=CC=C1)S(=O)(=O)NC1=NC(=C(C=C1)C=1C=C2C=NC(=NC2=C(C1)CC)NC1CCC(CC1)O)OC 2-chloro-N-(5-(8-ethyl-2-(((1r,4r)-4-hydroxycyclohexyl)amino)quinazolin-6-yl)-6-methoxypyridin-2-yl)benzenesulfonamide